6-(4-chlorophenyl)-N-[(2S)-1-hydroxyprop-2-yl]-3-oxo-2-(1,2-thiazol-4-yl)-2,3-dihydropyridazine-4-carboxamide ClC1=CC=C(C=C1)C=1C=C(C(N(N1)C=1C=NSC1)=O)C(=O)N[C@H](CO)C